NCCCNCCS(=O)(=O)O 2-(3-aminopropylamino)-ethanesulfonic acid